COCCN(CC[C@@H](C(=O)O)NC(=O)OCC1=CC(=CC=C1)OC(F)(F)F)CCCCC1=NC=2NCCCC2C=C1 (S)-4-((2-methoxyethyl)(4-(5,6,7,8-tetrahydro-1,8-naphthyridin-2-yl)butyl)amino)-2-((((3-(trifluoromethoxy)benzyl)oxy)carbonyl)amino)butanoic acid